4-(7-Methoxyimidazo[1,2-a]pyridin-3-yl)aniline COC1=CC=2N(C=C1)C(=CN2)C2=CC=C(N)C=C2